2-(1-(4-(2-((3R,5R,7R)-adamantan-1-yl)acetoxy)butyl)-6-methyl-2-oxo-1,2-dihydropyridin-4-yl)benzoic acid methyl ester COC(C1=C(C=CC=C1)C1=CC(N(C(=C1)C)CCCCOC(CC12CC3CC(CC(C1)C3)C2)=O)=O)=O